5-[1-(2-fluoro-6-methyl-phenyl)-piperidin-4-yl]-2-((R)-2-fluoro-propyl)-7-(2-trifluoromethyl-benzyl)-2,4,5,7-tetrahydro-pyrazolo[3,4-d]pyrimidin-6-one FC1=C(C(=CC=C1)C)N1CCC(CC1)N1C(N(C=2C(C1)=CN(N2)C[C@@H](C)F)CC2=C(C=CC=C2)C(F)(F)F)=O